N1N=C(C2=C1[C@@H]1[C@H](C2)C1)C(=O)O (4aS,5aS)-4,4a,5,5a-tetrahydro-1H-cyclopropa[4,5]cyclopenta[1,2-c]pyrazole-3-carboxylic acid